C(C=C)OC1(CCCCC1)CN1N=CC(=C1C)Br 1-((1-(allyloxy)cyclohexyl)methyl)-4-bromo-5-methyl-1H-pyrazole